5-(4-(7H-pyrrolo[2,3-d]pyrimidin-4-yl)-1H-pyrazol-1-yl)-5-(cyanomethyl)-N-(3-methoxy-1,2,4-thiadiazol-5-yl)hexahydrocyclopenta[c]pyrrole-2(1H)-carboxamide N1=CN=C(C2=C1NC=C2)C=2C=NN(C2)C2(CC1C(CN(C1)C(=O)NC1=NC(=NS1)OC)C2)CC#N